(E)-ethyl 3-((Z)-(amino(4-(tert-butyl)phenyl)methylene)amino)-2-cyano-3-((4-methoxybenzyl)amino)acrylate N\C(\C1=CC=C(C=C1)C(C)(C)C)=N/C(=C(/C(=O)OCC)\C#N)/NCC1=CC=C(C=C1)OC